ClC1=NC=C(C(=O)NOCC)C(=C1)NC1=C(C=C(C=C1)C)N(C)S 6-chloro-N-ethoxy-4-((4-methyl-2-(N-methyl-sulfanylamino)phenyl)amino)nicotinamide